C(C=C)(=O)NC=1C=C(C=CC1)N1N=C(C(=C1)C1=CC(=C(C(=O)N)C=C1)OC)F 4-(1-(3-acrylamidophenyl)-3-fluoro-1H-pyrazol-4-yl)-2-methoxybenzamide